3,7-dimethylocta-1,6-dien-3-yl butanoate C(CCC)(=O)OC(C=C)(CCC=C(C)C)C